N1CC(OCC1)C=O Morpholin-2-yl-methanone